4-cyclopropyl-2H-triazole C1(CC1)C1=NNN=C1